(2s)-3-(3,4-dihydroxyphenyl)-2-hydrazino-2-methylpropionic acid OC=1C=C(C=CC1O)C[C@](C(=O)O)(C)NN